FC(C(=O)O)(F)F.CN1C2CNCC1CC2 8-methyl-3,8-diazabicyclo[3.2.1]octane trifluoroacetate